C(C)(C)(C)OC(=O)N[C@H](C=1N=C2N(N=CC(=C2)[C@@H](COC2CC2)NC[C@@H](C(F)(F)F)NC(OCC2=CC=CC=C2)=O)C1)C1CCC(CC1)(F)F benzyl ((S)-3-(((S)-1-(2-((S)-((tert-butoxycarbonyl)amino)(4,4-difluorocyclohexyl)methyl)imidazo[1,2-b]pyridazin-7-yl)-2-cyclopropoxyethyl)amino)-1,1,1-trifluoropropan-2-yl)carbamate